(R)-3-(7-(4-Fluorobenzoyl)-8-methyl-3-(3-methyl-1,2,4-thiadiazol-5-yl)-5,6,7,8-Tetrahydroimidazo[1,5-a]pyrazin-1-yl)oxazolidin-2-one FC1=CC=C(C(=O)N2[C@@H](C=3N(CC2)C(=NC3N3C(OCC3)=O)C3=NC(=NS3)C)C)C=C1